BrC=1C=CC2=C(OCC[C@H]3N2CCN(C3)C(=O)OC(C)(C)C)N1 |r| tert-Butyl (±)-9-bromo-1,2,4,4a,5,6-hexahydro-3H-pyrazino[1,2-d]pyrido[2,3-b][1,4]oxazepine-3-carboxylate